COCCC1=NN=C(S1)N 5-(2-methoxyethyl)-1,3,4-thiadiazol-2-amine